C(C)(C)(C)C=1C(=CC2=C(N=C(O2)C2=CC=CC=C2)C1)C 5-(tert-butyl)-6-methyl-2-phenylbenzo[d]oxazole